(4-bromophenyl)cyclopropanecarbonyl chloride BrC1=CC=C(C=C1)C1(CC1)C(=O)Cl